5-(2-((cis-2,6-dimethylmorpholino)acetamido)-2-methylpyridin-3-yl)-6-(5-(hydroxymethyl)thiophen-3-yl)-[1,2,3]triazolo[1,5-a]pyridine-3-carboxamide C[C@@H]1O[C@@H](CN(C1)CC(=O)NC1(NC=CC=C1C1=CC=2N(C=C1C1=CSC(=C1)CO)N=NC2C(=O)N)C)C